6-(1-methyl-1H-pyrazol-4-yl)-3-piperazin-1-yl-pyrazolo[1,5-b]pyridazine dihydrochloride Cl.Cl.CN1N=CC(=C1)C=1C=CC=2N(N1)N=CC2N2CCNCC2